C(C)NC(C([C@@H](C[C@@H]1C(NCC1)=O)NC([C@@H](CC(C)C)NC(=O)C1(C2=CC=CC=C2C=2C=CC=CC12)O)=O)=O)=O N-((R)-1-(((R)-4-(ethylamino)-3,4-dioxo-1-((R)-2-oxopyrrolidin-3-yl)butan-2-yl)amino)-4-methyl-1-oxopentan-2-yl)-9-hydroxy-9H-fluorene-9-carboxamide